OCCNC(C1=CC=C(C=C1)NC1=CC=NC2=CC(=CC=C12)C(F)(F)F)=O N-(2-hydroxyethyl)-4-[(7-trifluoromethylquinolin-4-yl)amino]benzamide